CN1C=C(C=C(C1=O)C)C(=O)N 1,5-dimethyl-6-oxo-1,6-dihydropyridine-3-carboxamide